(3R,4R)-tert-butyl 3-(((5-(2-(cyclopropanecarboxamido)pyrazolo[1,5-a]pyridin-5-yl)-1-methyl-1H-pyrazol-4-yl)oxy)methyl)-4-methoxypyrrolidine-1-carboxylate C1(CC1)C(=O)NC1=NN2C(C=C(C=C2)C2=C(C=NN2C)OC[C@H]2CN(C[C@@H]2OC)C(=O)OC(C)(C)C)=C1